2-bromo-1-(2,2-diethoxyethoxy)-4-fluorobenzene BrC1=C(C=CC(=C1)F)OCC(OCC)OCC